N-(2-(2,6-dioxopiperidin-3-yl)-1-oxoisoindolin-5-yl)pyrimidine-2-carboxamide O=C1NC(CCC1N1C(C2=CC=C(C=C2C1)NC(=O)C1=NC=CC=N1)=O)=O